(R)-N,2-dimethyl-N-((S)-7-(trifluoromethyl)isochroman-4-yl)propane-2-sulfinamide CN([S@](=O)C(C)(C)C)[C@@H]1COCC2=CC(=CC=C12)C(F)(F)F